S1C(=CC=C1)[C@@H]1[C@H](CN(C1)C(=O)OC(C)(C)C)C(NC1=C2C=CN=CC2=CC=C1)=O tert-Butyl (3R,4R)-4-(thiophen-2-yl)-3-(isoquinolin-5-ylcarbamoyl)pyrrolidine-1-carboxylate